(3R,7S)-2-(3,4-Dichlorobenzoyl)-N,3-dimethyl-10-oxo-9-(1-(5-(trifluoromethyl)pyrazin-2-yl)ethyl)-1,2,3,4,7,8,9,10-octahydropyrido[4',3':3,4]pyrazolo[1,5-a]pyrazine-7-carboxamide ClC=1C=C(C(=O)N2CC=3C(=NN4C3C(N(C[C@H]4C(=O)NC)C(C)C4=NC=C(N=C4)C(F)(F)F)=O)C[C@H]2C)C=CC1Cl